C1(=CC=CC2=NC3=CC=CC=C3C=C12)CCC=1N=C(C(N(C1)[C@H](C(=O)O)CC(C)C)=O)C (S)-2-(5-(2-(acridin-1-yl)ethyl)-3-methyl-2-oxopyrazin-1(2H)-yl)-4-methylpentanoic acid